C(C1=CC=CC=C1)OC(=O)N1C[C@@H]([C@@H](CC1)OC)NC(=O)OC(C)(C)C (3s,4r)-3-(tert-butoxycarbonylamino)-4-methoxy-piperidine-1-carboxylic acid benzyl ester